C(C)(C)(C)OC(=O)N1CC2=C(C=CC(=C2C(C1)C)F)O 5-fluoro-8-hydroxy-4-methyl-3,4-dihydroisoquinoline-2(1H)-carboxylic acid tert-butyl ester